C1(CC1)C1=NC=NC(=C1C=1N=CC=2OCCN(C2N1)CC1=CC=C(C#N)C=C1)OC 4-((2-(4-cyclopropyl-6-methoxypyrimidin-5-yl)-7,8-dihydro-6H-pyrimido[5,4-B][1,4]oxazin-8-yl)methyl)benzonitrile